C(C)SC([C@@H](O)[C@@H](O)[C@H](O)CO[Si](C(C)C)(C(C)C)C(C)C)SCC 5-O-triisopropylsilyl-D-lyxose diethyl dithioacetal